The molecule is a sesquiterpene lactone that is decahydroazuleno[6,5-b]furan-2,5-dione substituted by methyl groups at positions 4a and 8 and a methylidene group at position 3. It has been isolated from the aerial parts of Inula hupehensis. It has a role as a metabolite, a plant metabolite and an anti-inflammatory agent. It is a cyclic ketone, a sesquiterpene lactone, a gamma-lactone and an organic heterotricyclic compound. C[C@@H]1C[C@H]2[C@H](C[C@]3([C@H]1CCC3=O)C)C(=C)C(=O)O2